3-[(methylamino)methyl]aniline CNCC=1C=C(N)C=CC1